1-(4-bromophenyl)-5-cyano-N-(1-ethyl-3-methyl-1H-pyrazol-5-yl)-1H-benzo[d]imidazole-2-Formamide BrC1=CC=C(C=C1)N1C(=NC2=C1C=CC(=C2)C#N)C(=O)NC2=CC(=NN2CC)C